(R)-N-(2-fluoropyridin-4-yl)-1,2,4-trimethyl-5-(2-oxo-2-((1,1,1-trifluoropropan-2-yl)amino)acetyl)-1H-pyrrole-3-carboxamide FC1=NC=CC(=C1)NC(=O)C1=C(N(C(=C1C)C(C(N[C@@H](C(F)(F)F)C)=O)=O)C)C